(R or S)-2-(2-(2-isopropyl-4,5,6,7-tetrahydro-2H-indazol-5-yl)ethyl)-7-methoxy-[1,2,4]triazolo[1,5-c]quinazolin-5-amine C(C)(C)N1N=C2CC[C@@H](CC2=C1)CCC1=NN2C(=NC=3C(=CC=CC3C2=N1)OC)N |o1:8|